methyl (3R)-3-(tert-butoxycarbonylamino)-5-[[4-(cyclopentoxy)phenyl]methyl]-4-oxo-2,3-dihydro-1,5-benzothiazepine-7-carboxylate C(C)(C)(C)OC(=O)N[C@H]1CSC2=C(N(C1=O)CC1=CC=C(C=C1)OC1CCCC1)C=C(C=C2)C(=O)OC